FC=1C=CC(=C(C1)NC(C)=O)CNC1CCN(CC1)C N-(5-fluoro-2-{[(1-methylpiperidin-4-yl)amino]methyl}phenyl)acetamide